(2R,3S,4S,5S,6R)-2-((R)-(3',5'-difluoro-3-methyl-[1,1'-biphenyl]-4-yl)(hydroxy)methyl)-6-(hydroxymethyl)tetrahydro-2H-pyran-3,4,5-triol FC=1C=C(C=C(C1)F)C1=CC(=C(C=C1)[C@H]([C@H]1O[C@@H]([C@H]([C@@H]([C@@H]1O)O)O)CO)O)C